1-hydroxy-2,5-xylene OC1=C(C=CC(=C1)C)C